C(C)(C)(C)C1=CC(=NC=C1)N1C2=CC=CC=C2C=2C=CC(=CC12)I 9-(4-(tert-butyl)pyridin-2-yl)-2-iodo-9H-carbazole